6-Chloro-1-cyclohexyl-4-[(2S,5R)-2,5-dimethyl-4-prop-2-enoyl-piperazin-1-yl]-7-(2-fluorophenyl)pyrido[2,3-d]pyrimidin-2-one ClC1=CC2=C(N(C(N=C2N2[C@H](CN([C@@H](C2)C)C(C=C)=O)C)=O)C2CCCCC2)N=C1C1=C(C=CC=C1)F